tert-butyl N-(7-bromothieno[3,2-d]pyrimidin-2-yl)-N-tert-butoxycarbonyl-carbamate BrC1=CSC2=C1N=C(N=C2)N(C(OC(C)(C)C)=O)C(=O)OC(C)(C)C